[(2R,3S,5R)-5-(6-amino-2-fluoro-9H-purin-9-yl)-2-ethynyl-3-(pentanoyloxy) oxolan-2-yl]methyl pentanoate C(CCCC)(=O)OC[C@]1(O[C@H](C[C@@H]1OC(CCCC)=O)N1C2=NC(=NC(=C2N=C1)N)F)C#C